3-{(5-Acetylbenzofuran-2-yl)methyl}-5-methyl-7-propyl-3H-pyrazolo[4,3-d][1,2,3]triazin-4(5H)-one C(C)(=O)C=1C=CC2=C(C=C(O2)CN2N=NC3=C(C2=O)N(N=C3CCC)C)C1